5-[(2-(3-isopropyl-6-(5-methyl-1,3,4-oxadiazol-2-yl)-1,1-dioxo-5-[2-(tetrahydro-2H-pyran-4-yl)ethyl]-1-thia-4-aza-7-indanyl)-1-thia-6-aza-7-indenylamino)methyl]-2-pyridinecarbonitrile C(C)(C)C1CS(C2=C(C(=C(N=C12)CCC1CCOCC1)C=1OC(=NN1)C)C=1SC2=C(N=CC=C2C1)NCC=1C=CC(=NC1)C#N)(=O)=O